adamantane-1-carboxamide C12(CC3CC(CC(C1)C3)C2)C(=O)N